NC1=CC=C(C=N1)OCC(C#N)(C)C 3-((6-aminopyridin-3-yl)oxy)-2,2-dimethylpropanenitrile